Nitrogen (2-chloro-5-(1H-7-azaindol-3-yl)pyridin-3-yl)methanesulfonamide ClC1=NC=C(C=C1CS(=O)(=O)N)C1=CNC2=NC=CC=C12.[N]